ethyl (5S)-4-hydroxy-1,5-dimethyl-2-oxo-6,7-dihydro-5H-cyclopenta[b]pyridine-3-carboxylate OC=1C2=C(N(C(C1C(=O)OCC)=O)C)CC[C@@H]2C